BrC1=CC=C(/C=C/N2CCCCC2)C=C1 (E)-1-(4-bromostyryl)piperidine